4-(4-pyridyl)butyl chloride N1=CC=C(C=C1)CCCCCl